FC(C1=C(C=CC=C1)C1=C(C(=O)N)C=CC(=C1)O)(F)F (2-(trifluoromethyl)phenyl)-4-hydroxybenzamide